COC=1C(=CC2=C(SC3=C2CC(C3=O)CC(=O)O)C1)OC 2-(6,7-dimethoxy-3-oxo-2,3-dihydro-1H-benzo[b]cyclopenta[d]thiophen-2-yl)acetic acid